C(C1=CC=CC=C1)C=1C(=C(C=CC1)C(O)(C1=C(C(=C(C(=C1)CC)CC)N)N)C1=CC=CC=C1)CC1=CC=CC=C1 dibenzyldiethyl-diamino-triphenylcarbinol